ethyl(4-methylphenyl)phosphinat C(C)P([O-])(=O)C1=CC=C(C=C1)C